C(C)(C)(C)OC(=O)N1[C@@H](C[C@H](CC1)CCCOC1=CC(=C(C=C1)Br)C)C.OC1=CC=C(C=C1)C(C)(C)C1=CC=C(C=C1)C(C)(C)C1=CC=C(C=C1)O 1,4-bis[2-(4-hydroxyphenyl)-2-propyl]benzene tert-butyl-(2R,4S)-4-[3-(4-bromo-3-methyl-phenoxy)propyl]-2-methyl-piperidine-1-carboxylate